4-(6,7-difluoroquinolin-4-yl)piperazine FC=1C=C2C(=CC=NC2=CC1F)N1CCNCC1